(S)-2-((1-(5-(4-isopropylphenyl)-1-methyl-1,2,4-triazol-3-yl)ethyl)carbamoyl)-4-methoxypyridin-3-yl propionate C(CC)(=O)OC=1C(=NC=CC1OC)C(N[C@@H](C)C1=NN(C(=N1)C1=CC=C(C=C1)C(C)C)C)=O